7-methyl-4-oxo-9-(1-(phenylamino)ethyl)-2-(piperidin-1-yl)-4H-pyrido[1,2-a]pyrimidine-3-carbonitrile CC=1C=C(C=2N(C(C(=C(N2)N2CCCCC2)C#N)=O)C1)C(C)NC1=CC=CC=C1